4-(1-(difluoromethyl)-3-methyl-1H-pyrazol-4-yl)-6-(3-(methylamino)azetidin-1-yl)pyrimidin-2-amine TFA salt OC(=O)C(F)(F)F.FC(N1N=C(C(=C1)C1=NC(=NC(=C1)N1CC(C1)NC)N)C)F